ClC=1C(=CC2=C(C[C@@](O2)([C@H]2NCCC2)C2=CC=CC=C2)C1C1=C(C(=O)N[C@H]2COCC2)C=CC(=C1F)O[C@@H]1[C@@H](CC1)O)F (R)-2-((S)-5-chloro-6-fluoro-2-phenyl-2-((S)-pyrrolidin-2-yl)-2,3-dihydrobenzofuran-4-yl)-3-fluoro-4-((1S,2R)-2-hydroxycyclobutoxy)-N-((R)-tetrahydrofuran-3-yl)benzamide